2-(3,4-dimethoxyphenyl)-5-cyano-4,6-diamino-3-ethoxyformyl-1-p-toluenesulfonyl-2,3-dihydro-1H-pyrrolo[2,3-b]pyridine COC=1C=C(C=CC1OC)C1C(C=2C(=NC(=C(C2N)C#N)N)N1S(=O)(=O)C1=CC=C(C)C=C1)C(=O)OCC